ClC1=CC=C(C(=N1)C=1C=NN2C1CN(CC2)C(=O)OC(C)(C)C)NC(C)C=2C=C(C=C1C(N3CCCN4N=CC(C21)=C43)=O)C tert-butyl 3-(6-chloro-3-((1-(8-methyl-6-oxo-4,5-dihydro-3H,6H-2,2a,5a-triazaaceanthrylen-10-yl)ethyl)amino)pyridin-2-yl)-6,7-dihydropyrazolo[1,5-a]pyrazine-5(4H)-carboxylate